S(C#N)C/C=C/C1=CC=CC=C1 (E)-(3-thiocyanopropenyl)benzene